O1CCN(CC1)C=1OC=2C(=NC(=C(C2)N)N2CCCCC2)N1 2-morpholino-5-(piperidin-1-yl)oxazolo[4,5-b]pyridin-6-amine